4-bromo-6-(2-bromoacetyl)-2,3-dihydroisoindol-1-one BrC1=C2CNC(C2=CC(=C1)C(CBr)=O)=O